(2R,3R)-3-cyclopropyl-1-((R)-p-tolylsulfinyl)aziridine-2-carboxylic acid ethyl ester C(C)OC(=O)[C@@H]1N([C@@H]1C1CC1)[S@](=O)C1=CC=C(C=C1)C